Cl.O=C1N(C2=CC=CC=3C2=C1C=CC3C3CCNCC3)C3C(NC(CC3)=O)=O 3-[2-oxo-5-(4-piperidyl)benzo[cd]indol-1-yl]piperidine-2,6-dione hydrochloride